C(=O)C1=CC=C(C=N1)C1=NC=2N(C(=C1)O)N=C(C2C2=C(C=C(C=C2)F)F)C.[Na] sodium 5-(6-formylpyridin-3-yl)-3-(2,4-difluorophenyl)-2-methylpyrazolo[1,5-a]pyrimidin-7-ol